(E)-4-(4-chlorobut-2-enamido)-N-(3-(6-chloroimidazo[1,2-a]pyridin-7-yl)phenyl)-3-cyanobenzamide ClC/C=C/C(=O)NC1=C(C=C(C(=O)NC2=CC(=CC=C2)C2=CC=3N(C=C2Cl)C=CN3)C=C1)C#N